N,N-bis(2-aminopropyl)ethylenediamine NC(CN(CCN)CC(C)N)C